FC=1C=C(C=CC1)C1=CC=C2C(N(CN(C2=C1)S(=O)(=O)C1=CC(=CC=C1)C(F)(F)F)CCOC)=O 7-(3-fluorophenyl)-3-(2-methoxyethyl)-1-((3-(trifluoromethyl)phenyl)sulfonyl)-2,3-dihydroquinazolin-4(1H)-one